C(C)N1N=NC2=C1C=CC(=C2F)[C@@H]([C@H](C(=O)O)C)C2=CC(=C(C=C2)C)CN2C[C@H](OC1=C(C2)C=CC=C1F)CC (2R,3S)-3-(1-Ethyl-4-fluoro-1H-benzo[d][1,2,3]triazol-5-yl)-3-(3-(((R)-2-ethyl-9-fluoro-2,3-dihydrobenzo[f][1,4]oxazepin-4(5H)-yl)methyl)-4-methylphenyl)-2-methylpropanoic acid